COC([C@@H](CC1=CC(=CC=C1)Br)[C@@H]1CNCC1)=O (2S)-3-(3-bromophenyl)-2-[(3R)-pyrrolidin-3-yl]propionic acid methyl ester